3-(4-fluorophenyl)-N-(7-methyl-6H-isochromeno[3,4-c]pyridin-8-yl)propanamide FC1=CC=C(C=C1)CCC(=O)NC=1C=CC2=C(C1C)COC1=CN=CC=C12